(4-(aminomethyl)piperidin-1-yl)(2-methyl-4-((3-(3,4,5-trifluorophenyl)imidazo[1,2-a]pyrazin-8-yl)amino)phenyl)methanone NCC1CCN(CC1)C(=O)C1=C(C=C(C=C1)NC=1C=2N(C=CN1)C(=CN2)C2=CC(=C(C(=C2)F)F)F)C